2-(5-methoxynaphthalen-1-yl)-N,N-dimethylethan-1-amine COC1=C2C=CC=C(C2=CC=C1)CCN(C)C